COC1=C(C=C(C=C1)CC(=C)C)C1=NOC(=C1)CO (3-(2-methoxy-5-(2-methylallyl)phenyl)isoxazole-5-yl)methanol